[C@H](C)(CC)[C@@H]1N(CC2=C(NC1=O)C=CC=C2)C(=O)C2=CC(=NN2)O (S)-3-((S)-sec-butyl)-4-(3-hydroxy-1H-pyrazole-5-carbonyl)-1,3,4,5-tetrahydro-2H-benzo[e][1,4]diazepin-2-one